7-chloro-3-(difluoromethyl)-1-(methylthio)-2,6-naphthyridine ClC1=NC=C2C=C(N=C(C2=C1)SC)C(F)F